N-(1,1'-biphenyl-2-yl)-N-(3,3'',5''-tri-tert-butyl-1,1':4',1''-terphenyl-5-yl)-9,9-dimethyl-9H-fluorene-2-Amine C1(=C(C=CC=C1)N(C1=CC=2C(C3=CC=CC=C3C2C=C1)(C)C)C=1C=C(C=C(C1)C1=CC=C(C=C1)C1=CC(=CC(=C1)C(C)(C)C)C(C)(C)C)C(C)(C)C)C1=CC=CC=C1